C(C=C)C1=CC(=C(C=C1)O)C=1C=CC2=C(C=C(O2)C)C1 4-allyl-2-(2-methylbenzofuran-5-yl)phenol